6-(trifluoro-methyl)pyridazine-3-carbaldehyde FC(C1=CC=C(N=N1)C=O)(F)F